1-(2-methyl-1-trityl-1H-imidazol-4-yl)ethan-1-ol CC=1N(C=C(N1)C(C)O)C(C1=CC=CC=C1)(C1=CC=CC=C1)C1=CC=CC=C1